N-((4-fluoro-1H-indazol-7-yl)methyl)-3-(pyridazin-3-yl)pyridin-2-amine FC1=C2C=NNC2=C(C=C1)CNC1=NC=CC=C1C=1N=NC=CC1